methyl 3-(9-((4-(aminomethyl)naphthalen-1-yl)carbamoyl)-4,5-dihydrobenzo[b]thieno[2,3-d]oxepin-8-yl)-6-(propylcarbamoyl)picolinate NCC1=CC=C(C2=CC=CC=C12)NC(=O)C1=CC2=C(OCCC3=C2SC=C3)C=C1C=1C(=NC(=CC1)C(NCCC)=O)C(=O)OC